NC1=C(C=C(C(=C1)Br)F)O 2-amino-4-bromo-5-fluorophenol